CSC=1C=C(C=CC1)C(NC(=O)C=1C(NC(=CC1)C(F)(F)F)=O)C1=CC=C(C=C1)C N-((3-(methylthio)phenyl)(p-tolyl)methyl)-2-oxo-6-(trifluoromethyl)-1,2-dihydropyridine-3-carboxamide